5-(2-(methylsulfonyl)propan-2-yl)benzo[b]thiophen-2-carboxamid CS(=O)(=O)C(C)(C)C1=CC2=C(SC(=C2)C(=O)N)C=C1